N-CYCLOPROPYL-2-[(5-FORMYLFURAN-2-YL)(METHYL)AMINO]ACETAMIDE C1(CC1)NC(CN(C)C=1OC(=CC1)C=O)=O